(S)-7-(4-(4,5-difluoro-2-(oxetan-3-yloxy)phenyl)piperidin-1-yl)-2-(1,3,4-oxadiazol-2-yl)-5-oxa-2-azaspiro[3.4]octane FC1=CC(=C(C=C1F)C1CCN(CC1)[C@@H]1COC2(CN(C2)C=2OC=NN2)C1)OC1COC1